C1[C@H](N=C(O1)C2=NC(=CC=C2)C3=N[C@@H](CO3)C4=CC=CC=C4)C5=CC=CC=C5 2,6-bis[(4R)-4-phenyl-2-oxazolinyl]pyridine